FC1=CC=C(C=C1)N1C[C@H]2[C@@H](C1)[C@@H](NC2)C (3S,3aS,6aS)-5-(4-fluorophenyl)-3-methyl-2,3,3a,4,6,6a-hexahydro-1H-pyrrolo[3,4-c]pyrrole